(S)-3-(3-chloro-4-fluorophenyl)-1-methyl-1-(1-(1-(methylsulfonyl)isoquinolin-4-yl)ethyl)urea ClC=1C=C(C=CC1F)NC(N([C@@H](C)C1=CN=C(C2=CC=CC=C12)S(=O)(=O)C)C)=O